FC1=CC=C(CNP(OC2=CC=CC3=CC=CC=C23)(O)=O)C=C1 naphthalen-1-yl hydrogen (4-fluorobenzyl)phosphoramidate